C1(=CC=CC=C1)[C@@H](C)NC1CCCC2=C1OC1=C2C=C(C=C1)C=1SC=CC1 N-((R)-1-phenylethyl)-8-(thiophen-2-yl)-1,2,3,4-tetrahydrodibenzo[b,d]furan-4-amine